C(=O)(OC(C)(C)C)N1CC(CC1)C#C 1-BOC-3-ethynyl-pyrrolidine